(R)-1-(2-((1-(((tert-butyldimethylsilyl)oxy)methyl)cyclopropyl)methoxy)-7-(8-ethyl-3-(methoxymethoxy)naphthalen-1-yl)-8-fluoropyrido[4,3-d]pyrimidin-4-yl)-3-methylpiperidin-3-ol [Si](C)(C)(C(C)(C)C)OCC1(CC1)COC=1N=C(C2=C(N1)C(=C(N=C2)C2=CC(=CC1=CC=CC(=C21)CC)OCOC)F)N2C[C@@](CCC2)(O)C